CN(CC(C)OCCO)C 2-(1-dimethylamino-2-propoxy)ethanol